C(#N)[C@H]1CN(CCN1C=1C2=C(N=C(N1)OC[C@H]1N(CCC1)C)CN(CC2)C2=CC=CC1=CC=CC=C21)C(=O)OC(C)(C)C tert-butyl (R)-3-cyano-4-(2-(((S)-1-methylpyrrolidin-2-yl)methoxy)-7-(naphthalen-1-yl)-5,6,7,8-tetrahydropyrido[3,4-d]pyrimidin-4-yl)piperazine-1-carboxylate